NCC1=CC(=CNC1=O)[C@H]1CN(CCC1(F)F)[C@H](C(=O)NC1=NC=C(C=C1)F)C (S)-2-((S)-3-(5-(aminomethyl)-6-oxo-1,6-dihydropyridin-3-yl)-4,4-difluoropiperidin-1-yl)-N-(5-fluoropyridin-2-yl)propanamide